(phenoxymethyl)-2H-1,2,3,4-tetrazol O(C1=CC=CC=C1)CN1N=CN=N1